NC1=C(C(=NN1C1CCCC1)C1=CC=C(C=C1)CC(=O)NC1=CC(=NO1)CC(C)(C)C)C#N 2-(4-(5-Amino-4-cyano-1-cyclopentyl-1H-pyrazol-3-yl)phenyl)-N-(3-neopentylisoxazol-5-yl)acetamide